(S)-ethyl 8-(2-amino-6-((R)-1-(4'-butoxy-3'-fluoro-3-(3-methyl-1H-pyrazol-1-yl)-[1,1'-biphenyl]-4-yl)-2,2,2-trifluoroethoxy)pyrimidin-4-yl)-2,8-diazaspiro[4.5]decane-3-carboxylate NC1=NC(=CC(=N1)N1CCC2(C[C@H](NC2)C(=O)OCC)CC1)O[C@@H](C(F)(F)F)C1=C(C=C(C=C1)C1=CC(=C(C=C1)OCCCC)F)N1N=C(C=C1)C